C(C1=CC=C(C(=O)C2C(C3(CCC2C3(C)C)CS(=O)(=O)O)=O)C=C1)(=O)C1C(C3(CCC1C3(C)C)CS(=O)(=O)O)=O terephthaloyl-dicamphorsulfonic acid